C(C1=CC=CC=C1)OC1=CC=C(C=C1)C(C(C1=CC=C(C=C1)OCC1=CC=CC=C1)C1=CC(=C(C(=C1)C(C)(C)C)O)C(C)(C)C)C1=CC(=C(C(=C1)C(C)(C)C)O)C(C)(C)C 4,4'-(1,2-bis(4-(benzyloxy)phenyl)ethane-1,2-diyl)bis(2,6-di-tert-butylphenol)